C(#N)CCN(C(C)=O)C1COC1 N-(2-cyanoethyl)-N-(oxetan-3-yl)acetamide